C(#N)C1=CC=C(C=N1)N(CCC1OCC2(CN(C2)C(=O)OC(C)(C)C)CO1)CC1=CC(=C(C(=C1)F)OC)F tert-butyl 7-(2-((6-cyanopyridin-3-yl)(3,5-difluoro-4-methoxybenzyl)amino)ethyl)-6,8-dioxa-2-azaspiro[3.5]nonane-2-carboxylate